Cyanomethyl 4-(azidomethyl)benzoate N(=[N+]=[N-])CC1=CC=C(C(=O)OCC#N)C=C1